[Pb].[Zn].[Ca] calcium zinc lead salt